(S)-1-[(S)-3-Methyl-1-{[4-methyl-4-(phenoxymethyl)-1-piperidyl]carbonyl}butyl]-3-isobutyl-2-piperazinone CC(C[C@@H](C(=O)N1CCC(CC1)(COC1=CC=CC=C1)C)N1C([C@@H](NCC1)CC(C)C)=O)C